N1=C(C=CC=C1)N1C=CC2=CC(=CC=C12)C(=O)OCC ethyl 1-(pyridin-2-yl)-1H-indole-5-carboxylate